naphthalene-2,6-dicarboxamide C1=C(C=CC2=CC(=CC=C12)C(=O)N)C(=O)N